ClC1=C(C2=C(N=C1)NC=C2)C(=O)OC methyl 5-chloro-1H-pyrrolo[2,3-b]pyridine-4-carboxylate